(R)-N-(5-((3,5-difluoro-pyridin-2-yl)-oxy)pyridin-2-yl)-2-((1S,3R)-3-(6-oxo-1,6-dihydropyridin-3-yl)cyclohexyl)propan-amide FC=1C(=NC=C(C1)F)OC=1C=CC(=NC1)NC([C@H](C)[C@@H]1C[C@@H](CCC1)C1=CNC(C=C1)=O)=O